5-(4-amino-3-fluorophenyl)-7-(1-methylpyrrolidin-3-yl)-7H-pyrrolo[2,3-d]pyrimidin-4-amine NC1=C(C=C(C=C1)C1=CN(C=2N=CN=C(C21)N)C2CN(CC2)C)F